FC1([C@@H]([C@@H](N(C1)C(=O)C1OCC1)CC=1C=C(C=CC1)C1=CC(=CC=C1)F)NS(=O)(=O)C1CC1)F N-[(2S,3R)-4,4-difluoro-2-[(3'-fluoro[1,1'-biphenyl]-3-yl)methyl]-1-(oxetane-2-carbonyl)pyrrolidin-3-yl]cyclopropane-sulfonamide